C1(CC1)C1=C(C(=NO1)C1=C(C=CC=C1)OC(F)(F)F)COC1C[C@H]2CC[C@@H](C1)N2C2=CC=C(C=C2)C2=NN(C(=C2)C(=O)O)C 3-(4-((1R,3r,5S)-3-((5-cyclopropyl-3-(2-(trifluoromethoxy)phenyl)isoxazol-4-yl)methoxy)-8-azabicyclo[3.2.1]octan-8-yl)phenyl)-1-methyl-1H-pyrazole-5-carboxylic acid